Amino-adamantane-1-carboxylic acid NC1C2(CC3CC(CC1C3)C2)C(=O)O